(S)-6-(1-(2,6-difluorobenzoyl)pyrrolidin-2-yl)-9-hydroxy-2-(2-(pyridin-4-ylsulfonyl)ethyl)-3,4-dihydro-2H-pyrazino[1,2-c]pyrimidine-1,8-dione FC1=C(C(=O)N2[C@@H](CCC2)C2=NC(C(=C3N2CCN(C3=O)CCS(=O)(=O)C3=CC=NC=C3)O)=O)C(=CC=C1)F